NC=1SC=2C(=NC=C(N2)C=2C=CC(N(C2)C)=O)N1 5-(2-aminothiazolo[4,5-b]pyrazin-6-yl)-1-methylpyridin-2(1H)-one